1',2',5',6'-tetrahydro-[2,4'-bipyridine]-3'-carboxylic acid ethyl ester hydrochloride Cl.C(C)OC(=O)C=1CNCCC1C1=NC=CC=C1